6-methyl-6,7-dihydro-5H-pyrazolo[5,1-b][1,3]oxazine-3-sulfonimidamide CC1CN2C(OC1)=C(C=N2)S(=O)(N)=N